C(OCC=1SC2=C(N1)CCC(C2)(C)C)(OC2=CC=C(C=C2)[N+](=O)[O-])=O (6,6-dimethyl-5,7-dihydro-4H-1,3-benzothiazol-2-yl)methyl (4-nitrophenyl) carbonate